S(=O)(O)[O-] hydrogensulphite